hexadecane-5,10-diol CCCCC(CCCCC(CCCCCC)O)O